FC1([C@@H](O[C@@H]([C@H]1O)CO)N1C=CC=2C(N)=NC=NC12)F 7-deaza-2'-deoxy-2',2'-difluoroadenosine